(1aR,7bS)-2-hydroxy-5-[(1-{[(2R)-morpholin-2-yl]acetyl}azetidin-3-yl)oxy]-1,1a,2,7b-tetrahydrocyclopropa[c][1,2]benzoxaborinine-4-carboxylic acid OB1OC2=C([C@@H]3[C@H]1C3)C=CC(=C2C(=O)O)OC2CN(C2)C(C[C@@H]2CNCCO2)=O